ClC1=NC(=C(C(=N1)Cl)N)C(C)C 2,4-dichloro-6-isopropylpyrimidin-5-amine